tert-butyl (3s,4s)-3-(5-amino-4-(((1s,2r)-2-(difluoromethyl) cyclopropyl) amino)-2-fluorobenzamido)-4-fluoropiperidine-1-carboxylate NC=1C(=CC(=C(C(=O)N[C@H]2CN(CC[C@@H]2F)C(=O)OC(C)(C)C)C1)F)N[C@@H]1[C@@H](C1)C(F)F